rel-(3R,5R)-5-(2-((2-fluoro-4-sulfamoylphenyl)amino)pyrimidin-5-yl)tetrahydrofuran-3-yl isopropylcarbamate C(C)(C)NC(O[C@H]1CO[C@H](C1)C=1C=NC(=NC1)NC1=C(C=C(C=C1)S(N)(=O)=O)F)=O |o1:6,9|